3-isopropyl-4-oxo-2-oxetanecarboxylic acid C(C)(C)C1C(OC1=O)C(=O)O